2-(3-acetyl-5-(2-methylpyrimidin-5-yl)-1H-indazol-1-yl)-1-((2S,4R)-2-(5-(3-chloro-2-fluorophenyl)-4H-1,2,4-triazol-3-yl)-4-fluoropyrrolidin-1-yl)ethan-1-one C(C)(=O)C1=NN(C2=CC=C(C=C12)C=1C=NC(=NC1)C)CC(=O)N1[C@@H](C[C@H](C1)F)C1=NN=C(N1)C1=C(C(=CC=C1)Cl)F